F[C@@H]1CN(CC1)C1=CC=C(C(=N1)C)C=1C=C2N(N1)C(N(C2)C=2C=NC=CC2)=O (S)-2-(6-(3-fluoropyrrolidin-1-yl)-2-methylpyridin-3-yl)-5-(pyridin-3-yl)-4,5-dihydro-6H-imidazo[1,5-b]pyrazol-6-one